FC=1C=C(CN2C[C@@H](CC2)N2N=CC=C2C(=O)NC2=CN=NC=C2)C=C(C1)C(F)(F)F (R)-1-(1-(3-fluoro-5-(trifluoromethyl)benzyl)pyrrolidin-3-yl)-N-(pyridazin-4-yl)-1H-pyrazole-5-carboxamide